ClC=1C=C(SC1)C1=C(C=C2C(NC(NC2=C1I)=O)=O)C(F)(F)F 7-(4-chlorothien-2-yl)-8-iodo-6-(trifluoromethyl)quinazoline-2,4(1h,3h)-dione